undecanoyl pyrophosphate O(P([O-])(=O)OP(=O)([O-])[O-])C(CCCCCCCCCC)=O